7-[[6-(diethylamino-methyl)-5-tetrahydrofuran-3-yl-2-pyridyl]amino]-4-(7-fluoro-imidazo[1,2-a]pyridin-3-yl)isoindolin-1-one C(C)N(CC)CC1=C(C=CC(=N1)NC=1C=CC(=C2CNC(C12)=O)C1=CN=C2N1C=CC(=C2)F)C2COCC2